(S)-4-(2-azidopropan-2-yl)-6-chloro-1-((1,1,1-trifluoro-4-(methylsulfonyl)butan-2-yl)oxy)-2,7-naphthyridine N(=[N+]=[N-])C(C)(C)C1=CN=C(C2=CN=C(C=C12)Cl)O[C@H](C(F)(F)F)CCS(=O)(=O)C